(Z)-6-hydroxy-3-(4-methoxyphenyl)-6-(4-nitrophenyl)-8-(triisopropylsilyl)oct-2-en-4,7-diyne-1-al OC(C#C\C(=C/C=O)\C1=CC=C(C=C1)OC)(C#C[Si](C(C)C)(C(C)C)C(C)C)C1=CC=C(C=C1)[N+](=O)[O-]